O=C1NC(CCC1N1C(C2=CC=C3C(=C2C1)OC1(CC3)CCN(CC1)C(=O)OC(C)(C)C)=O)=O tert-butyl 8'-(2,6-dioxopiperidin-3-yl)-7'-oxo-4',7',8',9'-tetrahydro-3'H-spiro[piperidin-4,2'-pyrano[2,3-e]isoindole]-1-carboxylate